8-fluoro-4-hydroxyquinolin-2(1H)-one FC=1C=CC=C2C(=CC(NC12)=O)O